N-{[5-methoxy-6-(6-methoxy-3-pyridazinyl)-2-indolyl]methyl}methoxyacetamide COC=1C=C2C=C(NC2=CC1C=1N=NC(=CC1)OC)CCONC(C)=O